NCC1(CC(CC(C1)(C)C)N)C 3-(aminomethyl)-3,5,5-trimethylcyclohexylamine